4-(4-Fluoropyridin-3-yl)-1,5-dimethyl-1H-pyrazole-3-carboxylic acid FC1=C(C=NC=C1)C=1C(=NN(C1C)C)C(=O)O